CC1(C(=O)OCC1)C dimethyl-γ-butyrolactone